tert-butyl (3R)-4-[3-[2-(difluoromethyl)-4-pyridyl]-2-(4-fluorophenyl)imidazo[4,5-b]pyridin-5-yl]-3-methyl-piperazine-1-carboxylate FC(C1=NC=CC(=C1)N1C(=NC=2C1=NC(=CC2)N2[C@@H](CN(CC2)C(=O)OC(C)(C)C)C)C2=CC=C(C=C2)F)F